3-(Dimethylamino)-propan-1-thiol CN(CCCS)C